(±)-1-(8-Fluoro-6-(5-fluoro-2-((5-(4-isopropylpiperazin-1-yl)pyridin-2-yl)amino)pyrimidin-4-yl)quinolin-4-yl)ethanol trihydrochloride Cl.Cl.Cl.FC=1C=C(C=C2C(=CC=NC12)[C@@H](C)O)C1=NC(=NC=C1F)NC1=NC=C(C=C1)N1CCN(CC1)C(C)C |r|